ethyl 4-(3-bromo-4-(4-methylpentanoyloxy)phenyl)-6-methyl-2-thioxo-1,2,3,4-tetrahydropyrimidine-5-carboxylate BrC=1C=C(C=CC1OC(CCC(C)C)=O)C1NC(NC(=C1C(=O)OCC)C)=S